2,2'-dihydroxy-3'-(hydroxymethyl)-[1,1'-binaphthyl]-3-formaldehyde OC1=C(C2=CC=CC=C2C=C1C=O)C1=C(C(=CC2=CC=CC=C12)CO)O